(2-benzyloxyphenyl)-6-[3-(2-methoxyethoxy)prop-1-ynyl]imidazo[1,2-a]pyrimidin-7-amine C(C1=CC=CC=C1)OC1=C(C=CC=C1)C=1N=C2N(C=C(C(=N2)N)C#CCOCCOC)C1